chloroammonia ClN